1-Methyl-3-(4-methyl-3-penten-1-yl)-3-cyclohexen-1-carboxaldehyd CC1(CC(=CCC1)CCC=C(C)C)C=O